C(C1=CC=CC=C1)OC(=O)[C@](N)(CCCCNC(C[C@H]1C=2N(C3=C(C(=N1)C1=CC=C(C=C1)Cl)C(=C(S3)C)C)C(=NN2)C)=O)C(=O)O 2-((benzyloxy)carbonyl)-N6-(2-((S)-4-(4-chlorophenyl)-2,3,9-trimethyl-6H-thieno[3,2-f][1,2,4]triazolo[4,3-a][1,4]diazepin-6-yl)acetyl)-L-lysine